ClC=1C=CC(=C(C1)C1=CC(=NC=N1)O)N1N=NC(=C1)CF 6-{5-chloro-2-[4-(fluoromethyl)-1H-1,2,3-triazol-1-yl]Phenyl}pyrimidin-4-ol